tert-butyl {4-[5-(2,4-dioxo-1,3-diazinan-1-yl) naphthalen-2-yl]-3,6-dihydro-2H-pyridin-1-yl}formate O=C1N(CCC(N1)=O)C1=C2C=CC(=CC2=CC=C1)C=1CCN(CC1)C(=O)OC(C)(C)C